Cl.Cl.Cl.N[C@H]1C[C@H](CC1)OC1=C(C=C(C=C1)F)[C@@H]1N(C[C@H](C1)F)C1=NC=2N(C=C1)N=CC2C(=O)O 5-((2R,4S)-2-(2-(((1S,3R)-3-aminocyclopentyl)oxy)-5-fluorophenyl)-4-fluoropyrrolidin-1-yl)pyrazolo[1,5-a]pyrimidine-3-carboxylic acid trihydrochloride